COC1=C(C(=O)O)C=CC=N1 2-methoxynicotinic acid